3-(ethylsulfonyl)-3'-methyl-4-pentyl-[1,1'-biphenyl]-2,6-diol C(C)S(=O)(=O)C1=C(C(=C(C=C1CCCCC)O)C1=CC(=CC=C1)C)O